O1C2=C(OCC1)C=C(C=C2)C=2C=C1C(=NC2)NN=C1C(=O)C=1C(=C(C=CC1)NS(=O)(=O)CCCC)F N-(3-(5-(2,3-dihydro-benzo-[b][1,4]dioxin-6-yl)-1H-pyrazolo[3,4-b]-pyridine-3-carbonyl)-2-fluorophenyl)-butane-1-sulfonamide